1,2,3,4-tetrahydrophthalazine C1NNCC2=CC=CC=C12